(1R,3S,5S)-3-((2-(hydroxymethyl)-7-((5-methyl-1H-pyrazol-3-yl)amino)-1,6-naphthyridin-5-yl)amino)-8-azabicyclo[3.2.1]octane-8-carboxylic acid isobutyl ester C(C(C)C)OC(=O)N1[C@H]2CC(C[C@@H]1CC2)NC2=C1C=CC(=NC1=CC(=N2)NC2=NNC(=C2)C)CO